6-methylpyridazin-4-amine CC1=CC(=CN=N1)N